2-Methoxybenzyl ((S)-3-cyclohexyl-1-oxo-1-(((S)-1-oxo-3-((S)-2-oxopyrrolidin-3-yl)propan-2-yl)amino)propan-2-yl)carbamate C1(CCCCC1)C[C@@H](C(N[C@H](C=O)C[C@H]1C(NCC1)=O)=O)NC(OCC1=C(C=CC=C1)OC)=O